3-((2-(Cyclopropanecarboxamido)-5-oxo-5,6-dihydro-1,6-naphthyridin-4-yl)amino)-2-methoxy-N-((tetrahydro-2H-pyran-4-yl)methyl)benzamide Trifluoroacetic Acid Salt FC(C(=O)O)(F)F.C1(CC1)C(=O)NC1=NC=2C=CNC(C2C(=C1)NC=1C(=C(C(=O)NCC2CCOCC2)C=CC1)OC)=O